(1S,5R)-2-oxa-4-azabicyclo[3.2.0]heptan-3-one [C@H]12OC(N[C@@H]2CC1)=O